COC1=CC=C2CCC(C(C2=C1)=O)C(C(=O)OCC)=O Ethyl 2-(7-methoxy-1-oxo-1,2,3,4-tetrahydronaphthalen-2-yl)-2-oxoacetate